4-(4-(quinolin-7-yl)phenoxy)-1H-1,2,3-triazole N1=CC=CC2=CC=C(C=C12)C1=CC=C(OC=2N=NNC2)C=C1